1-(5-chloro-2-(difluoromethoxy)phenyl)-N-(3-methoxypyrazin-2-yl)-3-methyl-1H-pyrazolo[4,3-c]pyridin-6-amine ClC=1C=CC(=C(C1)N1N=C(C=2C=NC(=CC21)NC2=NC=CN=C2OC)C)OC(F)F